C(CC=C)C1=NC(=C(C(=O)NC2=CC(=CC=C2)S(=O)(=N)C)C=C1)N1CCC(CCC1)(F)F 6-(3-buten-1-yl)-2-(4,4-difluoroazepan-1-yl)-N-(3-(S-methylsulfonimidoyl)phenyl)nicotinamide